methacryloyloxyethyl-naphthyl-ammonium chloride [Cl-].C(C(=C)C)(=O)OCC[NH2+]C1=CC=CC2=CC=CC=C12